C(CCCCCCCCCCC)(=O)[O-].C(CCCCCCCCCCC)(=O)[O-].C(CCC)[Sn+2]CCCC di-butyl-tin dilaurate